COC=1N=CC(=C2C1N(C=C2)COCC[Si](C)(C)C)C(F)(F)F 2-[[7-Methoxy-4-(trifluoromethyl)pyrrolo[2,3-c]pyridin-1-yl]methoxy]-ethyltrimethylsilane